methyl (2-chloro-6-fluorophenyl) borate B(OC)(OC1=C(C=CC=C1F)Cl)[O-]